Cl.CC1=C(N)C(=CC=C1)C 2,6-dimethylaniline hydrochloride